CNC(C(CC=1OC=CN1)S)=O N-methyl-3-oxazol-2-yl-sulfanyl-propanamide